6-(5-methyl-1,3,4-oxadiazol-2-yl)-2-[2-[[7-(5-methyl-1,2,4-oxadiazol-3-yl)-1-isoquinolinyl]amino]ethyl]isoindolin-1-one CC1=NN=C(O1)C1=CC=C2CN(C(C2=C1)=O)CCNC1=NC=CC2=CC=C(C=C12)C1=NOC(=N1)C